propylthio-o-nitroaniline C(CC)SNC1=C(C=CC=C1)[N+](=O)[O-]